C(C1=CC=CC=C1)OCC(CCC=1C=C2C(=NC=NN2C1)C1=CC(=C(C=C1)CN)C)(F)F [4-[6-(4-benzyloxy-3,3-difluoro-butyl)pyrrolo[2,1-f][1,2,4]triazin-4-yl]-2-methyl-phenyl]methanamine